(bromomethyl)-5-(((tert-butyldimethylsilyl)oxy)methyl)-1-methyl-1H-1,2,4-triazole BrCC1=NN(C(=N1)CO[Si](C)(C)C(C)(C)C)C